C(C)(C)(C)OC(=O)NC[B-]([FH+])(F)F (tert-butoxycarbonylamino)methyl-difluoro-fluoronio-boranuide